COC1=C(C=CC=C1)NC([C@@H](CN)N)=O |r| N-(2-methoxyphenyl)-DL-2,3-diaminopropionamide